(3,4-epoxycyclohexyl)ethyl-methyldiethoxysilane C1(CC2C(CC1)O2)CC[Si](OCC)(OCC)C